2-bromo-1-(p-methylphenyl)ethan-1-one BrCC(=O)C1=CC=C(C=C1)C